FC(C=1C=C(C=C(C1)C(F)(F)F)N(C(=O)N([C@@H]1CN(C[C@H]1C1=CC=C(C=C1)F)C(=O)N[C@@H]1CC[C@H](CC1)NC(OCC)=O)C)C)(F)F ethyl [trans-4-({[(3S,4R)-3-[{[3,5-bis(trifluoromethyl)phenyl](methyl)carbamoyl}(methyl)amino]-4-(4-fluorophenyl)pyrrolidin-1-yl]carbonyl}amino)cyclohexyl]carbamate